2,3,4,5-tetrafluorophenyl azide FC1=C(C=C(C(=C1F)F)F)N=[N+]=[N-]